6-(4'-hydroxyphenoxy)-1-hexene OC1=CC=C(OCCCCC=C)C=C1